tert-butyl (3-cyano-7-fluoro-4-(8-fluoro-2-(((2R,7aS)-2-fluorotetrahydro-1H-pyrrolizin-7a(5H)-yl)methoxy)-4-hydroxy-6-methylquinazolin-7-yl)benzo[b]thiophen-2-yl)carbamate C(#N)C=1C2=C(SC1NC(OC(C)(C)C)=O)C(=CC=C2C2=C(C=C1C(=NC(=NC1=C2F)OC[C@]21CCCN1C[C@@H](C2)F)O)C)F